1-(4-cyanophenyl)-3-(6-(3-fluorophenyl)imidazo[1,5-a]pyridin-5-yl)urea C(#N)C1=CC=C(C=C1)NC(=O)NC1=C(C=CC=2N1C=NC2)C2=CC(=CC=C2)F